ICC(=O)C1=CC=CC=C1 iodophenyl-1-ethanone